OC(C)(C)C1=CC(=CC(=C1)C(C)(C)O)C(C)(C)O 1,3,5-tris(α-hydroxyisopropyl)benzene